1,2-dihydroxy-pentane OCC(CCC)O